NC/C(/CN1N=CN(C1=O)CC=1SC2=C(C1)C=C(C=C2)C=2C=C1CCC(N(C1=CC2)C)=O)=C\F 6-[2-({1-[(2E)-2-(aminomethyl)-3-fluoroprop-2-en-1-yl]-5-oxo-1,5-dihydro-4H-1,2,4-triazol-4-yl}methyl)-1-benzothiophen-5-yl]-1-methyl-3,4-dihydroquinolin-2(1H)-one